3-(2-chlorophenyl)-5-methyl-N-benzyl-isoxazole-4-carboxamide ClC1=C(C=CC=C1)C1=NOC(=C1C(=O)NCC1=CC=CC=C1)C